ClC1=NC(=C2N=CN(C2=N1)CC1=CC(=C(C(=C1)Cl)OC)Cl)NC 2-chloro-9-(3,5-dichloro-4-methoxybenzyl)-N-methyl-9H-purin-6-amine